ClC1=C(C=CC(=C1)[N+](=O)[O-])C1(COC1)C 3-(2-chloro-4-nitro-phenyl)-3-methyloxetane